NC1=C(C=C(C(=C1C)N)C)C 2,4-diamino-1,3,5-trimethyl-benzene